C1=CC=CC=2C3=CC=CC=C3C(C12)COC(=O)N[C@H](C(=O)O)CCCNC(=O)N (S)-2-((((9H-fluoren-9-yl)methoxy)carbonyl)amino)-5-ureidopentanoic acid